The molecule is an azaphilone that is 7,8-dihydro-6H-isochromen-6-one substituted by a hydroxy group at position 7, a 4-hydroxy-2-methyl-6-oxocyclohexyl group at position 3, a methyl group at position 7 and a 5,7,9-trimethyl-2-oxoundeca-3,5-dien-1-yl group at position 8. Isolated from Chaetomium longirostre, it exhibits cytotoxic and antimalarial activities. It has a role as an antimalarial, an antineoplastic agent and a Chaetomium metabolite. It is an azaphilone, an organic heterobicyclic compound, an enone and a tertiary alpha-hydroxy ketone. CCC(C)CC(C)/C=C(\\C)/C=C/C(=O)C[C@H]1C2=COC(=CC2=CC(=O)[C@]1(C)O)[C@@H]3[C@H](C[C@H](CC3=O)O)C